NC1CCC(CC1)NC1=NC2=C(C=C(C=C2C=N1)C1=C(C=C(C=C1)NS(=O)(=O)C1=C(C=CC=C1)F)C)CC N-(4-(2-(((1r,4r)-4-aminocyclohexyl)amino)-8-ethylquinazolin-6-yl)-3-methylphenyl)-2-fluorobenzenesulfonamide